C(C)(C)(C)OC(=O)N[C@H](C(=O)N1N[C@@H](CCC1)C(=O)OC)CCC=C methyl (S)-1-((S)-2-((tert-butoxycarbonyl)amino)hex-5-enoyl)hexahydropyridazine-3-carboxylate